COC1=C(C=CC(=C1)N1CCN(CC1)C)NC=1N=C(C2=C(N1)N(C=C2)C)OC2=C(C=CC=C2)S(=O)(=O)C N-(2-methoxy-4-(4-methylpiperazin-1-yl)phenyl)-7-methyl-4-(2-(methylsulfonyl)phenoxy)-7H-pyrrolo[2,3-d]pyrimidin-2-amine